N,N,N',N'-tetraglycidyl-2,6-bis(4-aminophenoxy)trifluorotoluene C(C1CO1)N(C1=CC=C(OC2=C(C(F)(F)F)C(=CC=C2)OC2=CC=C(C=C2)N(CC2CO2)CC2CO2)C=C1)CC1CO1